COC=1C(=CC(=C(C1)N1CCC2(CN(C2)C(=O)OCC2=CC=CC=C2)CC1)C=C)[N+](=O)[O-] benzyl 7-(5-methoxy-4-nitro-2-vinylphenyl)-2,7-diazaspiro[3.5]nonane-2-carboxylate